[N+](=O)([O-])C1=CC=C(COC(=O)C2N3CCC3CC2)C=C1 1-aza-bicyclo[3.2.0]heptane-2-carboxylic acid 4-nitro-benzylester